3-(N-(tert-butyl)sulfamoyl)benzene C(C)(C)(C)NS(=O)(=O)C=1C=CC=CC1